spiro[2.4]heptan C1CC12CCCC2